N1(CCNCC1)C=1C=CC(=NC1)C#N 5-(piperazin-1-yl)pyridinenitrile